C(C)OP(=O)(OCC)OCC tris-ethyl-phosphate